3-(1-(1-(tert-butoxycarbonyl)piperidin-4-yl)cyclopropyl)propanoic acid C(C)(C)(C)OC(=O)N1CCC(CC1)C1(CC1)CCC(=O)O